OC1=CC=C(C=C1)\C(=C(\CC)/C1=CC=CC=C1)\C1=CC=C(C=C1)N1CCN(CC1)C(=O)N1CCC(CC1)CN1CCN(CC1)C=1C=C2CN(C(C2=CC1)=O)C1C(NC(CC1)=O)=O (Z)-3-(5-(4-((1-(4-(4-(1-(4-hydroxyphenyl)-2-phenylbut-1-en-1-yl)phenyl)piperazine-1-carbonyl)piperidin-4-yl)methyl)piperazin-1-yl)-1-oxoisoindolin-2-yl)piperidine-2,6-dione